C(C)OC1=C(C=C(C=C1)C(C)C=1N=C(C2=C(N1)OC(=C2C(=O)N)C)NC2(CC2)C)F [1-(4-ethoxy-3-fluorophenyl)ethyl]-6-methyl-4-[(1-methylcyclopropyl)amino]furo[2,3-d]pyrimidine-5-carboxamide